C(C)(C)(C)C1=CC2=C(C3=CC(=CC=C3C=C2C=C1)C(C)(C)C)C1=CC=C(N1)C1=NN(C=C1)C1=CC(=CC(=C1)OC)OC 3-(5-(2,7-di-tert-butylanthracen-9-yl)-1H-pyrrol-2-yl)-1-(3,5-dimethoxyphenyl)-1H-pyrazole